S1C(=CC=C1)C(=O)N1C(N(N=C1)C1=CC=C(C=C1)C)=O 4-(thiophene-2-carbonyl)-2-(p-tolyl)-2,4-dihydro-3H-1,2,4-triazol-3-one